O(S(=O)(=O)C(F)(F)F)C=1N=CC=2C=CC3=C(C2C1)C=CC(=C3)C(C)C 8-isopropylbenzo[f]isoquinolin-2-yl triflate